C(CC=1C=C(C(=CC1)C1=CC=CC=C1)C#N)C1=CC=C(C=C1)C=1C(=CC=CC1)C#N 4',4''-(ethane-1,2-diyl)di([1,1'-biphenyl]-2-carbonitrile)